[N-]=C=O.[N-]=C=O.CC1=C(C=CC=C1)CC meth-ylethylbenzene diisocyanate